C(C)(=O)C1=NC=C(C=N1)C1=C(C=O)C=C(C=C1)F 2-(2-acetylpyrimidin-5-yl)-5-fluorobenzaldehyde